ClC1=CC(=C(C=C1C#N)NS(=O)(=O)C=1C=C(C(=O)O)C=CC1C1CC1)O[C@@H]1C[C@H](C1)O 3-(N-(4-chloro-5-cyano-2-(trans-3-hydroxycyclobutoxy)phenyl)sulfamoyl)-4-cyclopropylbenzoic acid